4-(1-(4-fluorophenyl)-3-methyl-1H-pyrazol-5-yl)furo[3,4-b]pyridin-5(7H)-one FC1=CC=C(C=C1)N1N=C(C=C1C1=C2C(=NC=C1)COC2=O)C